C1=CC(=CC(=C1)S(=O)(=O)C2=CC=CC(=C2)N)N 3,3'-Diaminodiphenyl sulfone